C[C@@H]1N(C[C@H](N(C1)C(CC(C)C)C1=CC=C(C=C1)C(F)(F)F)C)C=1C=2N=CN(C2N2C(N1)=NN=C2)C[C@H]2OCCC2 4-((2S,5R)-2,5-Dimethyl-4-(3-methyl-1-(4-(trifluoromethyl)phenyl)butyl)piperazin-1-yl)-1-(((S)-tetrahydrofuran-2-yl)methyl)-1H-[1,2,4]triazolo[3,4-b]purine